1-(2,4-Difluoro-phenyl)-3-[4-methoxy-3-(2H-pyrazol-3-yl)-phenyl]-urea FC1=C(C=CC(=C1)F)NC(=O)NC1=CC(=C(C=C1)OC)C=1NN=CC1